C(C1=CC=CC=C1)(=O)C=1C(=CC(=C(C1)C=1C(=CC=C(C1F)OCCOC)C#N)Cl)F 5'-benzoyl-2'-chloro-4',6-difluoro-5-(2-methoxyethoxy)-[1,1'-biphenyl]-2-carbonitrile